C(C1=CC=CC=C1)N1N=C(C=C1C(=O)N)C(=O)N(C)C1CC1 1-Benzyl-N3-cyclopropyl-N3-methyl-1H-pyrazole-3,5-dicarboxamide